NC1=NC(=NC2=C(C=CC=C12)C1=C(C=C(C=C1C)\C=C\C#N)C)NC1=NC(=C(C#N)C(=C1)C)C (E)-6-((4-Amino-8-(4-(2-cyanovinyl)-2,6-dimethylphenyl)quinazolin-2-yl)amino)-2,4-dimethylnicotinonitrile